4-(4-Bromo-6-fluoro-1-(triisopropylsilyl)-1H-indole-5-carbonyl)picolinonitrile BrC1=C2C=CN(C2=CC(=C1C(=O)C1=CC(=NC=C1)C#N)F)[Si](C(C)C)(C(C)C)C(C)C